ClC1=CC=C(C=C1)C1=CC(=NC(=N1)C=1C=NC=CC1)NCCO 2-((6-(4-chlorophenyl)-2-(pyridin-3-yl)pyrimidin-4-yl)amino)ethan-1-ol